7,7-dimethylbicyclo[4.1.0]hept-3-ene-3-carbaldehyde CC1(C2CC=C(CC12)C=O)C